C1(CCC2=CC=CC=C12)OC1C(C2=C(C=CC=C2C1)SC(F)(F)F)=O (2,3-dihydro-1H-inden-1-oxy)-7-(trifluoromethylthio)-2,3-dihydro-1H-inden-1-one